[S-2].[Cd+2] Cadmium(II) sulfide